C[C@@]12C[C@@H]3[C@@H]([C@]1(CC(=O)[C@@]4([C@H]2CC=C5[C@H]4C=C(C(=O)C5(C)C)O[C@H]6[C@@H]([C@H]([C@@H]([C@H](O6)CO)O)O)O)C)C)[C@@]([C@]7([C@@](O3)(CC(O7)(C)C)O)O)(C)O The molecule is a triterpenoid saponin of the class of cucurbitane glycosides isolated from the roots of Machilus yaoshansis. It has been shown to exhibit inhibitory activity against protein tyrosine phosphatase. It has a role as a plant metabolite and an EC 3.1.3.48 (protein-tyrosine-phosphatase) inhibitor. It is a beta-D-glucoside, a hexacyclic triterpenoid, a monosaccharide derivative and a triterpenoid saponin.